C(C)OC=1C(=CC=2N(C1)N=C(C2)C)NC(=O)N2CCC=1C2=NC=CC1N1C[C@@H](N([C@@H](C1)C)C(=O)OC(C)(C)C)C tert-butyl (2S,6R)-4-(1-((6-ethoxy-2-methylpyrazolo[1,5-a]pyridin-5-yl)carbamoyl)-2,3-dihydro-1H-pyrrolo[2,3-b]pyridin-4-yl)-2,6-dimethylpiperazine-1-carboxylate